4-Fluoro-5-amino-1H-benzimidazole-6-carboxylic acid methyl ester COC(=O)C=1C(=C(C2=C(NC=N2)C1)F)N